F[C@H]1CN(CC[C@@H]1NC=1C=2C=C(N(C2C=CC1)CC(F)(F)F)C=1OC(=NN1)CNC1=C(C=C(C=C1)S(=O)(=O)C)OC)C |r| (+/-)-N-((3S,4S)-3-fluoro-1-methylpiperidin-4-yl)-2-(5-(((2-methoxy-4-(methyl-sulfonyl)phenyl)amino)meth-yl)-1,3,4-oxadiazol-2-yl)-1-(2,2,2-trifluoroethyl)-1H-indol-4-amine